4-Methyl-6-(2-(2-(methylsulfonyl)phenyl)azepan-1-yl)pyrimidin-2-amine CC1=NC(=NC(=C1)N1C(CCCCC1)C1=C(C=CC=C1)S(=O)(=O)C)N